N-(2-fluorophenyl)-N-methyl-6-(3-(pyridin-4-ylmethyl)ureido)hexanamide FC1=C(C=CC=C1)N(C(CCCCCNC(=O)NCC1=CC=NC=C1)=O)C